5-bromo-3-(3-(4-nitrophenyl)isoxazol-5-yl)pyridine (oxazin-2-yl)(tert-butoxycarbonyl)carbamate O1N(C=CC=C1)N(C(O)=O)C(=O)OC(C)(C)C.BrC=1C=C(C=NC1)C1=CC(=NO1)C1=CC=C(C=C1)[N+](=O)[O-]